5,5'-(1H-isoindole-1,3(2H)-diyl)dibarbituric acid C1(NC(C2=CC=CC=C12)C1C(NC(NC1=O)=O)=O)C1C(NC(NC1=O)=O)=O